N-(5-(6-(2-(tert-butyl)pyrimidin-5-yl)-1-oxo-3,4-dihydroisoquinolin-2(1H)-yl)-2-hydroxyphenyl)methanesulfonamide C(C)(C)(C)C1=NC=C(C=N1)C=1C=C2CCN(C(C2=CC1)=O)C=1C=CC(=C(C1)NS(=O)(=O)C)O